C1(=CC=CC=C1)C(C)N1CCC(CC1)N(C=1C=C(C=CC1)O)C1=CC=NC=C1 3-((1-Phenylethylpiperidin-4-yl)(pyridin-4-yl)amino)phenol